NC1CCN(CC1)C1=C(C=CC=2N(C(=NC21)C)C)NC(C2=C(C(=NC=C2)C2=C(C=CC=C2OC)F)F)=O N-(4-(4-aminopiperidin-1-yl)-1,2-dimethyl-1H-benzo[d]imidazol-5-yl)-3-fluoro-2-(2-fluoro-6-methoxyphenyl)isonicotinamide